FC(OC=1C=C2C(=CNC2=CC1)C(C(N(C)C)([2H])[2H])([2H])[2H])F 2-(5-(difluoromethoxy)-1H-indol-3-yl)-N,N-dimethylethan-1-amine-1,1,2,2-d4